12-ethyl-8-(2-fluorobenzyl)-4-oxa-8,12-diazadispiro[2.1.5.3]tridecan-13-one C(C)N1CC2(OC3(CC3)C1=O)CCN(CC2)CC2=C(C=CC=C2)F